8-methyl-4H-3,1-benzoxazine-4-one CC1=CC=CC=2C(OC=NC21)=O